Cl.N[C@H]1CCC=2C(=CC=C(C12)F)C(=O)NC1=CC(=C(C=C1)F)C (S)-1-amino-N-(3-methyl-4-fluorophenyl)-7-fluoro-2,3-dihydro-1H-indene-4-carboxamide hydrochloride